manganese lead niobium [Nb].[Pb].[Mn]